(2R,3S)-2-amino-3-(1H-indol-3-yl)-5,5-dimethylhexanoic acid N[C@@H](C(=O)O)[C@@H](CC(C)(C)C)C1=CNC2=CC=CC=C12